7-(8-chloronaphthalen-1-yl)-2-(isopropylsulfonyl)-5,6,7,8-tetrahydropyrido[3,4-d]pyrimidin-4(3H)-one ClC=1C=CC=C2C=CC=C(C12)N1CC=2N=C(NC(C2CC1)=O)S(=O)(=O)C(C)C